OC[C@H]1O[C@H]([C@H]2[C@@H]1OS(O2)=O)N2C(NC(C=C2)=O)=O 1-((3aR,4R,6R,6aR)-6-(hydroxymethyl)-2-oxidotetrahydrofuro[3,4-d][1,3,2]dioxathiol-4-yl)pyrimidine-2,4(1H,3H)-dione